NC1=NC(=C(C=C1C=1C=C2CCNC(C2=CC1)=O)C1=CC=C(C=C1)N1CCN(CC1)CC)Cl 6-(2-amino-6-chloro-5-(4-(4-ethylpiperazin-1-yl)phenyl)pyridin-3-yl)-3,4-dihydroisoquinolin-1(2H)-one